NC1=C2N=CN(C2=NC(=N1)F)[C@H]1C[C@@H]([C@@](O1)(C#C)CO[P@](=O)(OC1=CC=CC=C1)N[C@@H](CC1=CC=CC=C1)C(=O)OCCCCCCCCCCCCCCCCCCC)O Nonadecyl ((S)-(((2R,3S,5R)-5-(6-amino-2-fluoro-9H-purin-9-yl)-2-ethynyl-3-hydroxytetrahydrofuran-2-yl) methoxy)(phenoxy)phosphoryl)-L-phenylalaninate